O.[Na+].[K+].C(CCC(=O)[O-])(=O)[O-].C(CCC(=O)O)(=O)O disuccinate potassium sodium salt monohydrate